(R)-4'-(4-aminopiperidin-1-yl)-N-((5-fluoro-2-hydroxyphenyl)(1H-indol-2-yl)methyl)-5-methoxy-[1,1'-biphenyl]-3-carboxamide NC1CCN(CC1)C1=CC=C(C=C1)C1=CC(=CC(=C1)OC)C(=O)N[C@@H](C=1NC2=CC=CC=C2C1)C1=C(C=CC(=C1)F)O